CCC(CC)NC1=C(C=CC(=C1)C(=O)O)N2C(=O)CCC2(CO)CO The molecule is a member of the class of benzoic acids that is benzoic acid in which the hydrogens at positions 3 and 4 have been replaced by pentan-2-ylamino and 2,2-bis(hydroxymethyl)-5-oxopyrrolidin-1-yl groups, respectively. It is a member of pyrrolidin-2-ones, a secondary amino compound, a member of benzoic acids and a primary alcohol. It derives from a benzoic acid.